COC1=NC=CC(=N1)N1N=C(C(=C1)C1=CN=C(N1C)C(=O)N)C(F)(F)F 5-[1-(2-methoxypyrimidin-4-yl)-3-(trifluoromethyl)pyrazol-4-yl]-1-methyl-imidazole-2-carboxamide